4-fluoro-2-(5-methyl-3-((3aS,7aR)-6-methyloctahydro-1H-pyrrolo[2,3-c]pyridin-1-yl)-1,2,4-triazin-6-yl)-5-(trifluoromethyl)phenol FC1=CC(=C(C=C1C(F)(F)F)O)C1=C(N=C(N=N1)N1CC[C@H]2[C@@H]1CN(CC2)C)C